(3R,4R)-4-(4-bromophenyl)-3-fluoro-piperidine hydrochloride Cl.BrC1=CC=C(C=C1)[C@@H]1[C@H](CNCC1)F